2-[(E)-Pentadec-5-en-8-yl]benzene-1,3-diol CCCC\C=C\CC(CCCCCCC)C1=C(C=CC=C1O)O